O1CCC(CC1)C(O)=S tetrahydro-2H-pyran-4-thiocarboxylic acid